tert-butyl 7-[5-iodo-3-methyl-4-oxo-7-(2-trimethylsilylethoxymethyl)pyrrolo[2,3-d]pyrimidin-2-yl]-3-oxa-7,9-diazabicyclo[3.3.1]nonane-9-carboxylate IC1=CN(C=2N=C(N(C(C21)=O)C)N2CC1COCC(C2)N1C(=O)OC(C)(C)C)COCC[Si](C)(C)C